C(C)(C)(C)NCCC=C(C(=O)O)C.C(C(=C)C)(=O)OCCNC(C)(C)C t-butylaminoethyl methacrylate (t-butylaminoethyl methacrylate)